O1CCN(CC1)C1=NC(=C2C=CC=NC2=C1)OC1CCC(CC1)NC(=O)N ((1s,4s)-4-((7-morpholino-1,6-naphthyridin-5-yl)oxy)cyclohexyl)urea